C1(=C(C=CC=C1)N(C1=C(C=CC=C1)C)C1=CC=C(C=C1)C1(CCCCC1)C1=CC=C(C=C1)N(C1=C(C=CC=C1)C)C1=C(C=CC=C1)C)C di-[4-(N,N-ditolyl-amino)phenyl]cyclohexane